NC(C(=O)NCC(=O)NC(C(=O)O)CC(=O)ON1C(CCC1=O)=O)CCCNC(=N)N 2-(2-(2-amino-5-guanidinopentanamido)acetamido)-4-((2,5-dioxopyrrolidin-1-yl)oxy)-4-oxobutanoic acid